4,6-dichloro-2-(propargylthio)pyrimidin-5-amine ClC1=NC(=NC(=C1N)Cl)SCC#C